[Sn](Cl)(Cl)(Cl)Cl.C(=O)(C(=C)C)OCCC[Si](OCC)(OCC)OCC methacryl-oxypropyl-triethoxysilane tin tetra-chloride